Benzyl N-[2-[(2S)-4-[3-[1-(2,6-dioxo-3-piperidyl)-3-methyl-2-oxo-benzimidazol-5-yl]propyl] morpholin-2-yl]ethyl]-N-methyl-carbamate O=C1NC(CCC1N1C(N(C2=C1C=CC(=C2)CCCN2C[C@@H](OCC2)CCN(C(OCC2=CC=CC=C2)=O)C)C)=O)=O